ethyl 2-(5-bromothien-2-yl)-2-oxoacetate BrC1=CC=C(S1)C(C(=O)OCC)=O